S,S'-(((((6-(3-carbamoylpyridin-1(4H)-yl)-2,2-dimethyltetrahydrofuro[3,4-d][1,3]dioxol-4-yl)methoxy)phosphanediyl)bis(oxy))bis(ethane-2,1-diyl))bis(2,2-dimethylpropanethioate) C(N)(=O)C1=CN(C=CC1)C1OC(C2C1OC(O2)(C)C)COP(OCCS=C(C(C)(C)C)[O-])OCCS=C(C(C)(C)C)[O-]